CN(N)C(=O)OC(C)(C)C tert-Butyl 1-methylhydrazine-1-carboxylate